ClC=1N=CC=2N=CN=C(C2N1)NC1=CC(=C(C=C1)OC1=CC2=C(N(C=N2)C)C=C1)C 6-chloro-N-{3-methyl-4-[(1-methyl-1,3-benzodiazol-5-yl)oxy]phenyl}-[1,3]diazino[5,4-d]pyrimidin-4-amine